ClC=1C(=C(C=CC1)NC1=NC=NC2=CC=C(C(=C12)OC)NC(\C=C\CN(C)C(C)C)=O)F (E)-N-(4-((3-chloro-2-fluorophenyl)amino)-5-methoxyquinazolin-6-yl)-4-(isopropyl(methyl)amino)but-2-enamide